(S)-10-((5-Chloro-2-(methyl(propyl)amino)pyrimidin-4-yl)amino)-2-cyclopropyl-3,3-difluoro-7-methyl-1,2,3,4-tetrahydro-[1,4]oxazepino[2,3-c]chinolin-6(7H)-on ClC=1C(=NC(=NC1)N(CCC)C)NC1=CC=2C3=C(C(N(C2C=C1)C)=O)OCC([C@@H](N3)C3CC3)(F)F